5-((2-Amino-3-fluoropyridin-4-yl)methyl)-3,4-difluoro-2-((2-fluoro-4-iodophenyl)amino)benzamide NC1=NC=CC(=C1F)CC=1C(=C(C(=C(C(=O)N)C1)NC1=C(C=C(C=C1)I)F)F)F